4H,5H,6H,7H,8H,9H-pyrrolo[2,3-c]azocine N1C=CC2=C1CNCCCC2